5,5'-diallyl-2'-hydroxy-[1,1'-biphenyl]-2-yl (E)-3-(4-chlorophenyl)acrylate ClC1=CC=C(C=C1)/C=C/C(=O)OC1=C(C=C(C=C1)CC=C)C1=C(C=CC(=C1)CC=C)O